CC1=CC(=C(C=C1)C)N=NC2=C(C=C(C(=C2)C)N=NC3=C(C=CC4=CC=CC=C43)O)C The molecule is a bis(azo) compound that is 2-naphthol substituted at position 1 by a {4-[(2,5-dimethylphenyl)diazenyl]-2,5-dimethylphenyl}diazenyl group. A fat-soluble dye predominantly used for demonstrating triglycerides in frozen sections and for staining of protein bound lipids in paraffin sections. It has a role as a histological dye. It is a member of azobenzenes, a bis(azo) compound and a member of naphthols. It derives from a 2-naphthol.